C(C)(C)N1CC(NC2(CCNC2)C1=O)=O 9-isopropyl-2,6,9-triazaspiro[4.5]decane-7,10-dione